ethyl 5-(1,1-difluoropropyl)-6,7-dihydro-5H-pyrrolo[1,2-b][1,2,4]triazole-2-carboxylate FC(CC)(F)C1CCC=2N1N=C(N2)C(=O)OCC